4-(4-(6-amino-5-chloro-2-fluoropyridin-3-yl)phenoxy)piperidine-1-carboxylate NC1=C(C=C(C(=N1)F)C1=CC=C(OC2CCN(CC2)C(=O)[O-])C=C1)Cl